CC(=O)N[C@@H]1[C@H]([C@@H]([C@H](O[C@H]1OC[C@@H]2[C@H]([C@@H]([C@@H]([C@H](O2)OC[C@@H]3[C@H]([C@@H]([C@@H]([C@@H](O3)O[C@@H]4[C@H](O[C@H]([C@@H]([C@H]4O)NC(=O)C)O[C@@H]5[C@H](OC([C@@H]([C@H]5O)NC(=O)C)O)CO)CO)O)O[C@@H]6[C@H]([C@H]([C@@H]([C@H](O6)CO)O[C@H]7[C@@H]([C@H]([C@@H]([C@H](O7)CO)O[C@H]8[C@@H]([C@H]([C@H]([C@H](O8)CO)O[C@H]9[C@@H]([C@H]([C@H]([C@H](O9)CO)O)O)O)O)O)O)NC(=O)C)O)O[C@H]1[C@@H]([C@H]([C@@H]([C@H](O1)CO)O[C@H]1[C@@H]([C@H]([C@H]([C@H](O1)CO)O[C@H]1[C@@H]([C@H]([C@H]([C@H](O1)CO)O)O)O)O)O)O)NC(=O)C)O)O[C@H]1[C@@H]([C@H]([C@@H]([C@H](O1)CO)O[C@H]1[C@@H]([C@H]([C@H]([C@H](O1)CO)O[C@H]1[C@@H]([C@H]([C@H]([C@H](O1)CO)O)O)O)O)O)O)NC(=O)C)O)O)CO)O[C@H]1[C@@H]([C@H]([C@H]([C@H](O1)CO)O[C@H]1[C@@H]([C@H]([C@H]([C@H](O1)CO)O)O)O)O)O)O The molecule is an amino oligosaccharide (heptadecasaccharide) in which two alpha-D-mannose residues, each of which has linked to it a trisaccharide sequence of two beta-D-galactose residues and an N-acetyl-beta-D-glucosamine residue, are linked (1->4) and (1->6) to the mannose residue of a trisaccharide sequence of beta-D-mannose, N-acetyl-beta-D-glucosamine and N-acetyl-D-glucosamine residues all linked (1->4). It is an amino oligosaccharide and a glucosamine oligosaccharide.